FC=1C(=NC=CC1C=1NC2=CC=C(C=C2C1C(C)C)C1CCN(CC1)C(=O)C1CC(N(C1)C)=O)C 4-(4-(2-(3-fluoro-2-methylpyridin-4-yl)-3-isopropyl-1H-indol-5-yl)piperidine-1-carbonyl)-1-methylpyrrolidin-2-one